tri-(o-methylphenyl)phosphine CC1=C(C=CC=C1)P(C1=C(C=CC=C1)C)C1=C(C=CC=C1)C